C(C=C)(=O)N1CC(C1)(C1=C(C(=CC=C1)Cl)C)NC1=CC=C2C=CNC(C2=C1)=O 7-((1-Acryloyl-3-(3-chloro-2-methylphenyl)azetidin-3-yl)amino)isoquinolin-1(2H)-one